FC1=C(C=CC=C1)NC1=NC=NC2=CC(=CC=C12)C(=O)NCCCCCNC=1C2=CC=CC=C2N=C2CCCCC12 4-((2-fluorophenyl)amino)-N-(5-((1,2,3,4-tetrahydroacridin-9-yl)amino)pentyl)quinazoline-7-carboxamide